N-(4-methylpiperazin-1-yl)-6-(trifluoromethoxy)-3-((4-(trifluoromethoxy)phenyl)sulfonyl)quinolin-4-amine CN1CCN(CC1)NC1=C(C=NC2=CC=C(C=C12)OC(F)(F)F)S(=O)(=O)C1=CC=C(C=C1)OC(F)(F)F